C(=CC)N1CCC(CC1)N1[C@@H](C(N(C=2C=NC(=NC12)NC1=C(C=CC(=C1)N1CCN(CC1)CC)OCCO)C)=O)CC (R)-8-(1-propenylpiperidin-4-yl)-7-ethyl-2-((5-(4-ethylpiperazin-1-yl)-2-(2-hydroxyethoxy)phenyl)amino)-5-methyl-7,8-dihydropteridin-6(5H)-one